ClC1=C(C=NC2=CC(=CC(=C12)F)Cl)S(=O)(=O)NC 4,7-dichloro-5-fluoro-N-methylquinoline-3-sulfonamide